CC1=NC=C(C(=C1)C1=CC=2N(C=C1)N=C(C2)NC=2C=NC=CC2)OC[C@@H]2CNCCO2 5-[2-methyl-5-[[(2S)-morpholin-2-yl]methoxy]-4-pyridyl]-N-(3-pyridyl)pyrazolo[1,5-a]pyridin-2-amine